ClC=1C(=NC(=CC1)OC(F)F)C1=NN=C(N1C)C1=C(C=CC=C1F)F 3-chloro-6-(difluoromethoxy)-2-(5-(2,6-difluorophenyl)-4-methyl-4H-1,2,4-triazol-3-yl)pyridine